ClC1=C(C(=CC=C1)Cl)C=CC(C)=NO 4-(2,6-Dichlorophenyl)-3-buten-2-one oxime